N-[(6-Amino-2-pyridyl)sulfonyl]-2-(4-tert-butyl-2,2-dimethyl-pyrrolidin-1-yl)-6-(3-fluoro-5-isobutoxyphenyl)pyridin-3-carboxamid NC1=CC=CC(=N1)S(=O)(=O)NC(=O)C=1C(=NC(=CC1)C1=CC(=CC(=C1)OCC(C)C)F)N1C(CC(C1)C(C)(C)C)(C)C